(5-(3-(4-(3-iodobenzyl)thiazol-2-yl)phenoxy)-1H-indol-4-yl)methanol tert-butyl-2-(4-((4-(4-hydroxyphenyl)piperidin-1-yl)sulfonyl)benzamido)acetate C(C)(C)(C)C(C(=O)OCC1=C2C=CNC2=CC=C1OC1=CC(=CC=C1)C=1SC=C(N1)CC1=CC(=CC=C1)I)NC(C1=CC=C(C=C1)S(=O)(=O)N1CCC(CC1)C1=CC=C(C=C1)O)=O